tert-butyl N-{6-[(2S)-2-[(tert-butoxy carbonyl) amino]propyl]-7-methylthieno[3,2-c]pyridazin-4-yl}-N-(furan-2-ylmethyl)carbamate C(C)(C)(C)OC(=O)N[C@H](CC1=C(C=2N=NC=C(C2S1)N(C(OC(C)(C)C)=O)CC=1OC=CC1)C)C